ClC1=CC2=C(N=C(N=C2N2CC(OC(C2)C)C)C2=C(C(=CC(=C2Cl)OC)OC)Cl)C=N1 4-(6-chloro-2-(2,6-dichloro-3,5-dimethoxyphenyl)pyrido[3,4-d]pyrimidin-4-yl)-2,6-dimethylmorpholine